CC(C(=O)C1=CN=CN1C1=CC=CC=C1)(C)C 2,2-dimethyl-1-(1-phenyl-1H-imidazol-5-yl)propan-1-one